BrC1=CC(=C(C(=C1)F)N1C([C@@H](CCC1)NC(OC(C)(C)C)=O)=O)F tert-Butyl (R)-(1-(4-bromo-2,6-difluorophenyl)-2-oxopiperidin-3-yl)carbamate